6-((1,4-Dioxan-2-yl)methoxy)-4-(benzyloxy)-2-((4-(ethoxy-d5)phenyl)ethynyl)-3-ethylpyridine O1C(COCC1)COC1=CC(=C(C(=N1)C#CC1=CC=C(C=C1)OC(C([2H])([2H])[2H])([2H])[2H])CC)OCC1=CC=CC=C1